N,2-dimethyl-5-phenylpyrazole-3-amine CNC=1N(N=C(C1)C1=CC=CC=C1)C